C(C(C)C)(=O)C1CCC(CC1)C(=O)OC methyl (1r,4r)-4-isobutyrylcyclohexane-1-carboxylate